OB1OCC2=C1C(=C(C=C2)C(=O)N[C@@H](C(C)C)C(=O)OCC2=CC=C(C=C2)S(=O)(=O)C)C(C)C 4-(Methylsulfonyl)benzyl (1-hydroxy-7-isopropyl-1,3-dihydrobenzo[c][1,2]oxaborole-6-carbonyl)-L-valinate